trans-4-((tert-Butyldimethylsilyl)oxy)-N-(3-iodophenyl)-N-((4-(4-methoxy-3-methylphenyl)bicyclo[2.2.2]octan-1-yl)methyl)cyclohexanecarboxamide [Si](C)(C)(C(C)(C)C)O[C@@H]1CC[C@H](CC1)C(=O)N(CC12CCC(CC1)(CC2)C2=CC(=C(C=C2)OC)C)C2=CC(=CC=C2)I